CC1(C(O1)CC=1OC=CC1C)C 2-[(3,3-dimethyloxiran-2-yl)methyl]-3-methylfuran